BrC=1C=C(C=CC1OC1=C(C=CC=C1C)C1CC1)C(C)(C)O 2-(3-bromo-4-(2-cyclopropyl-6-methylphenoxy)phenyl)propan-2-ol